CC(C[C@@H](C=O)NC(OC1CCC1)=O)C Cyclobutyl (S)-(4-methyl-1-oxopentan-2-yl)carbamate